2-methyl-2-(p-isopropylphenyl)-propanal CC(C=O)(C)C1=CC=C(C=C1)C(C)C